C1(=CC=CC=C1)NC1C(C(CC1)(F)F)C1=CC=C(C=C1)C1=CC=CC=C1 3-(N-phenylamino)-2-(4-phenylphenyl)-1,1-difluorocyclopentane